tert-Butyl 4-[[(1S)-1-[[[4-[[3-(2,3-difluoro-4-methoxy-phenyl)imidazo[1,2-a]pyrazin-8-yl]amino]-2-ethyl-benzoyl]amino]methyl]-2-methoxy-2-oxo-ethyl]carbamoyl]piperidine-1-carboxylate FC1=C(C=CC(=C1F)OC)C1=CN=C2N1C=CN=C2NC2=CC(=C(C(=O)NC[C@@H](C(=O)OC)NC(=O)C1CCN(CC1)C(=O)OC(C)(C)C)C=C2)CC